ClC1=C(C=C(OCC(=O)NC23CC(C2)(C3)NC=3C=C2C(=NC=NC2=CC3)N3CCOCC3)C=C1)F 2-(4-chloro-3-fluorophenoxy)-N-(3-{[4-(morpholin-4-yl)quinazolin-6-yl]amino}bicyclo[1.1.1]pent-1-yl)acetamide